C(C1=CC=CC=C1)N1CCC(CC1)CCNC(=O)N1[C@@H](CN(CC1)C1=NC=C(C=N1)C(=O)NCC(C)C)C 2-[(3R)-4-{[2-(1-benzylpiperidin-4-yl)ethyl]carbamoyl}-3-methylpiperazin-1-yl]-N-(2-methylpropyl)pyrimidine-5-carboxamide